2-(4-chlorobenzoylamino)-3-(1,2-dihydro-2-oxo-4-quinolinyl)propionic acid ClC1=CC=C(C(=O)NC(C(=O)O)CC2=CC(NC3=CC=CC=C23)=O)C=C1